ClC=1C(=CC(=C(C1)C1=NNC=C1C1=NC2=CC(=CN=C2C=C1)N1C[C@@H](CC1)N1CCCCC1)F)F |r| 2-[3-(5-chloro-2,4-difluoro-phenyl)-1H-pyrazol-4-yl]-7-[rac-(3R)-3-(1-piperidyl)pyrrolidin-1-yl]-1,5-naphthyridine